ClC=1C(=NC(=NC1)NC=1C=CC(NC1)=O)C=1C=NNC1 5-((5-chloro-4-(1H-pyrazol-4-yl)pyrimidin-2-yl)amino)-2-oxopyridin